N-Boc-5-iodoanthranilic acid C(=O)(OC(C)(C)C)NC=1C(C(=O)O)=CC(=CC1)I